N1C=NC(=C1)C1CCN(CC1)S(=O)(=O)C=1C=C(NC2=CC=C(C=C2)F)C=CC1 3-((4-(1H-imidazol-4-yl)piperidine-1-yl)sulfonyl)-N-(4-fluorophenyl)aniline